C(C)(S[C@H]1CN(CC1)CC1CCN(CC1)CCO)=O (R)-S-(1-((1-(2-hydroxyethyl)piperidin-4-yl)methyl)pyrrolidin-3-yl) ethanethioate